6-chloro-5-ethyl-1-(oxetan-3-yl)-1H-pyrrolo[2,3-b]pyridine-4-carbaldehyde ClC=1C(=C(C2=C(N1)N(C=C2)C2COC2)C=O)CC